tert-butyl 4-(N-(4-(hydrazinecarbonyl)benzyl)-N-phenylsulfamoyl)piperidine-1-carboxylate N(N)C(=O)C1=CC=C(CN(S(=O)(=O)C2CCN(CC2)C(=O)OC(C)(C)C)C2=CC=CC=C2)C=C1